N-{2-fluoro-3-[6-oxo-4-(trifluoromethyl)-1,6-dihydropyrimidin-2-yl]-4-(trifluoromethyl)benzyl}isobutyl-Amide FC1=C(C[N-]CC(C)C)C=CC(=C1C=1NC(C=C(N1)C(F)(F)F)=O)C(F)(F)F